[125I]C=1C=C(C(=NC1)OC)CN[C@@H]1[C@@H](NCCC1)C1=CC=CC=C1 (2S,3S)-N-((5-[125I]Iodo-2-methoxypyridin-3-yl)methyl)-2-phenylpiperidin-3-amine